N-n-butyl-N-iso-propylpropanamide C(CCC)N(C(CC)=O)C(C)C